4-PENTYL-CYCLOHEXANE C(CCCC)C1CCCCC1